N1(N=CC=C1)[B+2] (1-pyrazolyl)boron (iii)